C(C)(C)(C)OC(NCC#CC1=NN2C(C=C(C=C2Cl)C)=C1CC(F)(F)F)=O N-(3-(7-chloro-5-methyl-3-(2,2,2-trifluoroethyl)pyrazolo[1,5-a]pyridin-2-yl)prop-2-yn-1-yl)carbamic acid tert-butyl ester